CC1(CC(C1)(O)C=1SC2=NC(=CC=C2N1)C1=CC=2C(N=C1)=NN(C2)C)C 3,3-dimethyl-1-(5-(2-methyl-2H-pyrazolo[3,4-b]pyridin-5-yl)[1,3]thiazolo[5,4-b]pyridin-2-yl)cyclobutanol